3-methoxy-benzoic acid methyl ester COC(C1=CC(=CC=C1)OC)=O